ClC1=CC=C2C(=N1)C(N(C21CCNCC1)CC1=CC=C(C=C1)OC)=O 2'-chloro-6'-(4-methoxybenzyl)spiro[piperidine-4,5'-pyrrolo[3,4-b]pyridin]-7'(6'H)-one